4-(3-amino-6-isoquinolinyl)-2-methyl-pyrazole-3-carbaldehyde NC=1N=CC2=CC=C(C=C2C1)C1=C(N(N=C1)C)C=O